triphenylbismuth (V) C1(=CC=CC=C1)[Bi+2](C1=CC=CC=C1)C1=CC=CC=C1